3-(1H-Indole-2-yl)-3-oxopropanenitrile N1C(=CC2=CC=CC=C12)C(CC#N)=O